4-bromo-2-(bromomethyl)-1-iodo-benzene BrC1=CC(=C(C=C1)I)CBr